5-(3-furoyl)amino-3-(1-(sec-butyl)-1,2,3,6-tetrahydropyridin-4-yl)-1H-indole O1C=C(C=C1)C(=O)NC=1C=C2C(=CNC2=CC1)C=1CCN(CC1)C(C)CC